C1(CC1)C1=C(C=NO1)C(C1=C(C=C(C=C1)C(F)(F)F)SC)=O 5-cyclopropyl-4-(2-methylthio-4-(trifluoromethyl)benzoyl)isoxazole